ClC1=C(C=CC(=C1)Cl)N1N=C(N=C1C(Cl)(Cl)Cl)C(=O)OCC ethyl 1-(2,4-dichloro-phenyl)-5-trichloromethyl-1H-1,2,4-triazole-3-carboxylate